2-isopropyl-1H-imidazol C(C)(C)C=1NC=CN1